4-(2-((4-(dimethylamino)benzyl)(4-methoxybenzyl)amino)-2-oxoethyl)piperazine-1-carboxylic acid benzyl ester C(C1=CC=CC=C1)OC(=O)N1CCN(CC1)CC(=O)N(CC1=CC=C(C=C1)OC)CC1=CC=C(C=C1)N(C)C